Manganite dioxide [Mn](=O)([O-])([O-])(=O)=O